C(#N)C1(CC1)NS(=O)(=O)C=1C=C(C=2N(C1)C(=CN2)C=2SC(=NN2)C(F)F)N2C[C@@H]1N(COCC1)CC2 (R)-N-(1-cyanocyclopropyl)-3-(5-(difluoromethyl)-1,3,4-thiadiazol-2-yl)-8-(hexahydro-2H,6H-pyrazino[1,2-c][1,3]oxazin-2-yl)imidazo[1,2-a]pyridine-6-sulfonamide